FC1=C(C=CC=C1)C1=C(C(=NC=C1)N1CCCC1)C1=NN=C(O1)N 5-(4-(2-fluorophenyl)-2-(pyrrolidin-1-yl)pyridin-3-yl)-1,3,4-oxadiazol-2-amine